(1R,3S)-3-(1-(tert-butyl)-5-((3-methylpyridin-4-yl)amino)-1H-pyrazol-3-yl)cyclopentyl bicyclo[1.1.1]pentan-1-ylcarbamate C12(CC(C1)C2)NC(O[C@H]2C[C@H](CC2)C2=NN(C(=C2)NC2=C(C=NC=C2)C)C(C)(C)C)=O